N-(3-(2,6-dioxopiperidin-3-yl)phenyl)-8-morpholinooctylamide O=C1NC(CCC1C=1C=C(C=CC1)[N-]CCCCCCCCN1CCOCC1)=O